cis-2-hepten C\C=C/CCCC